N-(1-(benzo[d][1,3]dioxol-5-yl)naphthalen-4-yl)benzenesulphonamide O1COC2=C1C=CC(=C2)C2=CC=C(C1=CC=CC=C21)NS(=O)(=O)C2=CC=CC=C2